1-(8-((2,5-dichloropyrimidin-4-yl)amino)-3,4-dihydroquinolin-1(2H)-yl)ethane ClC1=NC=C(C(=N1)NC=1C=CC=C2CCCN(C12)CC)Cl